BrC=1C(=C(C=C(C1)C)C(C)=O)N 1-(3-bromo-2-amino-5-methylphenyl)ethanone